5-methyl-3,4-diphenyl-4,5-dihydroisoxazol-5-ol CC1(C(C(=NO1)C1=CC=CC=C1)C1=CC=CC=C1)O